ethyl-5-(7-methylpyrido[2,3-b]pyrazin-6-yl)-4,5,6,7-tetrahydrothiazolo[5,4-c]pyridine C(C)C=1SC=2CN(CCC2N1)C=1C(=CC=2C(=NC=CN2)N1)C